4-((3-methacrylamidopropyl)dimethylammonio)butane-1-sulphonate C(C(=C)C)(=O)NCCC[N+](CCCCS(=O)(=O)[O-])(C)C